2,4,6-trifluoro-N-[6-(1-methylpiperidine-4-carbonyl)-2-pyridinyl]benzamide hydrochloride Cl.FC1=C(C(=O)NC2=NC(=CC=C2)C(=O)C2CCN(CC2)C)C(=CC(=C1)F)F